hydroxybicyclo[2.2.2]octan OC12CCC(CC1)CC2